The molecule is a monocarboxylic acid that is 2-(phenylsulfanyl)isobutyric acid in which the phenyl group is substituted at the para- position by a 3-aza-7-cyclohexylhept-1-yl group in which the nitrogen is acylated by a (cyclohexylamino)carbonyl group. It has a role as a PPARalpha agonist. It is a member of ureas, an aryl sulfide and a monocarboxylic acid. CC(C)(C(=O)O)SC1=CC=C(C=C1)CCN(CCCCC2CCCCC2)C(=O)NC3CCCCC3